N-(4-(4-methyl-7-((2-(trimethylsilyl)ethoxy)methyl)-7H-pyrrolo[2,3-d]pyrimidin-6-yl)phenyl)-2-(4-nitrophenyl)acetamide CC=1C2=C(N=CN1)N(C(=C2)C2=CC=C(C=C2)NC(CC2=CC=C(C=C2)[N+](=O)[O-])=O)COCC[Si](C)(C)C